S1C(=NC2=C1C=CC=C2)OCC2CCN(CC2)C(CNC(C2=C(C=CC=C2F)Cl)=O)C2=C(N=CS2)C(F)F N-(2-{4-[(1,3-Benzothiazol-2-yloxy)methyl]piperidin-1-yl}-2-[4-(difluoromethyl)-1,3-thiazol-5-yl]ethyl)-2-chloro-6-fluorobenzamide